N1=C(C=CC=C1)NC1=CC2=C(N=C(S2)N)C=C1 N6-(2-pyridinyl)-1,3-benzothiazole-2,6-diamine